(S)-N-[2-phenyl-3-(pyridin-2-yl)propyl]-3,5-bis(trifluoromethyl)aniline C1(=CC=CC=C1)[C@@H](CNC1=CC(=CC(=C1)C(F)(F)F)C(F)(F)F)CC1=NC=CC=C1